4-((1H-pyrrolo[2,3-b]pyridin-4-yl)oxy)-3-fluoroaniline N1C=CC=2C1=NC=CC2OC2=C(C=C(N)C=C2)F